(R)-N-((R)-3-((2-methoxyprop-2-yl)thio)-1-(methylamino)-1-oxopropane-2-yl)-2,2,3-trimethylthiazolidine-4-carboxamide COC(C)(C)SC[C@@H](C(=O)NC)NC(=O)[C@H]1N(C(SC1)(C)C)C